ethyl (E)-2-(3-nitrobenzylidene)-3-oxobutyrate [N+](=O)([O-])C=1C=C(\C=C(\C(=O)OCC)/C(C)=O)C=CC1